NC=1C=2N(C3=CC(=C(C=C3N1)F)C(=O)N1[C@H](CC(CC1)(F)F)C1=CC=C(C=C1)OC(F)(F)F)C=NC2 (R)-(4-amino-7-fluoroimidazo[1,5-a]quinoxalin-8-yl)(4,4-difluoro-2-(4-(trifluoromethoxy)phenyl)piperidin-1-yl)methanone